benzyl (trans-4-aminocyclohexyl)(2'-methoxy-5,5'-bipyrimidin-2-yl)carbamate N[C@@H]1CC[C@H](CC1)N(C(OCC1=CC=CC=C1)=O)C1=NC=C(C=N1)C=1C=NC(=NC1)OC